4-(1-((S)-1-(((R)-5-(3,5-difluorophenyl)-6,7-dihydro-5H-pyrrolo[1,2-a]imidazol-2-yl)amino)-1-oxopropan-2-yl)-4,4-difluoro-3-methylpiperidin-3-yl)pyridine 1-oxide FC=1C=C(C=C(C1)F)[C@H]1CCC=2N1C=C(N2)NC([C@H](C)N2CC(C(CC2)(F)F)(C)C2=CC=[N+](C=C2)[O-])=O